C(C(C)(C)C)[Zr](CC(C)(C)C)(CC(C)(C)C)CC(C)(C)C tetrakis(neopentyl)zirconium